3-((3-(5-(2-methyl-[1,1'-biphenyl]-3-yl)-1,3,4-oxadiazol-2-yl)benzyl)amino)propanoamide CC1=C(C=CC=C1C1=NN=C(O1)C=1C=C(CNCCC(=O)N)C=CC1)C1=CC=CC=C1